C(C=C)(=O)OCCC=N 3-iminopropyl acrylate